2-({(1R)-1-[1-Benzyl-4-(2,5-difluorophenyl)-1H-pyrrol-2-yl]-2,2-dimethylpropyl} [3-(1,3-dioxo-1,3-dihydro-2H-isoindol-2-yl)propyl]amino)-2-oxoethylacetat C(C1=CC=CC=C1)N1C(=CC(=C1)C1=C(C=CC(=C1)F)F)[C@@H](C(C)(C)C)N(C(CCC(=O)[O-])=O)CCCN1C(C2=CC=CC=C2C1=O)=O